N(O)=C1C=C(C(C=C1)=C(C1=CC=CC=C1)C#N)Cl (4-oximino-2-chloro-2,5-cyclohexadien-1-ylidene)benzyl cyanide